1-(4-bromo-2,6-difluorophenyl)ethan-1-one BrC1=CC(=C(C(=C1)F)C(C)=O)F